ClC1=C(C=C2C(=NC(=NC2=C1O[C@@H](C)C1=CC=CC2=CC=CC=C12)OC[C@H](C)OC)N([C@@H]1CN(CC1)C(=O)[O-])C)C1CC1 (3S)-3-[{7-chloro-6-cyclopropyl-2-[(2S)-2-methoxypropoxy]-8-[(1S)-1-(naphthalen-1-yl)ethoxy]quinazolin-4-yl}(methyl)amino]pyrrolidine-1-carboxylate